(R)-3-(dimethylamino)-1-phenylpropanol mandelate C(C(O)C1=CC=CC=C1)(=O)O[C@H](CCN(C)C)C1=CC=CC=C1